5-(2-((R)-cyclobutyl(methoxy)methyl)-4-(1-methyl-1H-pyrazol-5-yl)thieno[2,3-b]pyridin-6-yl)-2-methyl-2H-pyrazolo[3,4-b]pyridine C1(CCC1)[C@H](C1=CC=2C(=NC(=CC2C2=CC=NN2C)C2=CC=3C(N=C2)=NN(C3)C)S1)OC